ethyl (S)-3-amino-3-(4-(2-methoxyphenoxy)phenyl)propanoate N[C@@H](CC(=O)OCC)C1=CC=C(C=C1)OC1=C(C=CC=C1)OC